ClC=1C=CC(=C(C1)CC(=O)NC1=CC(=NC=C1)C(=O)NC1CCC(CC1)(C)O)O 4-[[2-(5-chloro-2-hydroxy-phenyl)acetyl]amino]-N-(4-hydroxy-4-methyl-cyclohexyl)pyridine-2-carboxamide